CS(=O)(=O)C[C@H](O)C1=CC(=CC=C1)Cl R-2-methylsulfonyl-1-(3-chlorophenyl)ethanol